5-(3-(ethylsulfonyl)-5-(4-(1,1,2,2-tetrafluoroethoxy)phenyl)pyridin-2-yl)-2-(trifluoromethyl)pyrazolo[1,5-a]pyrimidine C(C)S(=O)(=O)C=1C(=NC=C(C1)C1=CC=C(C=C1)OC(C(F)F)(F)F)C1=NC=2N(C=C1)N=C(C2)C(F)(F)F